2-chloro-4,6-bis(methylthio)-1,3,5-triazine ClC1=NC(=NC(=N1)SC)SC